(Rac)-5-Bromo-2-nitro-3-[1-(1-propyl-1H-pyrazol-5-yl)ethoxy]pyridine BrC=1C=C(C(=NC1)[N+](=O)[O-])O[C@H](C)C1=CC=NN1CCC |r|